N-(4-methoxybenzyl)-N-methyl-3-(5-methyl-1,2,4-oxadiazol-3-yl)-4-((4-(pentafluoro-λ6-sulfanyl)phenyl)amino)benzenesulfonamide COC1=CC=C(CN(S(=O)(=O)C2=CC(=C(C=C2)NC2=CC=C(C=C2)S(F)(F)(F)(F)F)C2=NOC(=N2)C)C)C=C1